C(N)(OC1=NC=C(N=C1C1=CC(=NO1)C1=C(C=C(C=C1)N=C=S)F)C1=CC=C(C=C1)S(=O)(=O)C(C)C)=O 3-(3-(2-fluoro-4-isothiocyanatophenyl) isoxazol-5-yl)-(5-(4-(isopropylsulfonyl) phenyl)-pyrazin-2-yl) carbamate